ethyl (4-(3,6-dimethoxy-9H-carbazol-9-yl)benzyl)phosphonate COC=1C=CC=2N(C3=CC=C(C=C3C2C1)OC)C1=CC=C(CP(OCC)([O-])=O)C=C1